P1-t-butyl-(tert-butyl-imino-tris-(dimethylamino)-phosphorane) C(C)(C)(C)P(N(C)C=N)(N(C)C)(N(C)C)C(C)(C)C